10-(2-ethoxy-2-oxoethyl)-1,4,7,10-tetraazacyclododecane C(C)OC(CN1CCNCCNCCNCC1)=O